4-(4-hydroxy-6-(3-methoxy-2-methylphenyl)-2-(1-methyl-1H-imidazol-2-yl)pyrrolo[2,1-f][1,2,4]triazin-5-yl)tetrahydro-2H-thiopyran 1,1-dioxide OC1=NC(=NN2C1=C(C(=C2)C2=C(C(=CC=C2)OC)C)C2CCS(CC2)(=O)=O)C=2N(C=CN2)C